N-((1S)-1-(Hydroxymethyl)butyl)-6-((5-methyl-3-(6-methyl-3-pyridyl)isoxazol-4-yl)methoxy)pyridin-3-carboxamid OC[C@H](CCC)NC(=O)C=1C=NC(=CC1)OCC=1C(=NOC1C)C=1C=NC(=CC1)C